CC=1N=C(SC1)N1N=C(C=C1)CC(=O)O 2-(1-(4-methylthiazol-2-yl)-1H-pyrazol-3-yl)acetic acid